C(=O)(OCC1=CC=CC=C1)N1C[C@@](CCC1)(CN)N (3R)-N-Cbz-3-amino-3-(aminomethyl)piperidine